methylenedisalicylate C(OC=1C(C(=O)[O-])=CC=CC1)OC=1C(C(=O)[O-])=CC=CC1